CC1=CC=2C=3N(C(=NC2C(=C1)[C@@H](C)N)C1=CC=CC=C1)C=NN3 (1R)-1-{9-methyl-5-phenyl-[1,2,4]triazolo[4,3-c]quinazolin-7-yl}ethan-1-amine